O1C(COCC1)CCOC=1C=C(C=CC1)NC1=C(C=C(C(=O)N=C2NCCN2)C=C1)C(C)(C)O 4-({3-[2-(1,4-dioxan-2-yl)ethoxy]phenyl}amino)-3-(2-hydroxypropan-2-yl)-N-[(2Z)-imidazolidin-2-ylidene]benzamide